9-chloro-1-(2-methylpyridin-3-yl)-4,5,6,7-tetrahydroazepino[2,3,4-de]quinazolin-2(1H)-one ClC=1C=C2C=3C(=NC(N(C3C1)C=1C(=NC=CC1)C)=O)NCCC2